N-(3,5,5,8,8-pentamethyl-5,6,7,8-tetrahydronaphthalen-2-yl)dibenzo[b,e][1,4]dioxin-2-amine CC=1C(=CC=2C(CCC(C2C1)(C)C)(C)C)NC1=CC2=C(OC3=C(O2)C=CC=C3)C=C1